C1=CC=C2C(=C1)C=C3N2[Se]3 selenoindole